C[C@@H]1N[C@H](CCC1)C trans-2,6-dimethylpiperidine